NC=1N=NC(=CC1N1CC2CCC(C1)N2C2=CC(=NC=C2)OCCN2[C@@H](CN(CC2)C(=O)OC(C)(C)C)C)C2=C(C=CC=C2)O (3R)-tert-butyl 4-(2-((4-(3-(3-amino-6-(2-hydroxyphenyl)pyridazin-4-yl)-3,8-diazabicyclo[3.2.1]octan-8-yl)pyridin-2-yl)oxy)ethyl)-3-methylpiperazine-1-carboxylate